(S)-2-amino-N-((S)-1-(((S)-5-amino-1-(3-benzyl-1,2,4-oxadiazol-5-yl)pentyl)amino)-3-(4-hydroxy-2,6-dimethylphenyl)-1-oxopropan-2-yl)-5-guanidino-pentanamide N[C@H](C(=O)N[C@H](C(=O)N[C@@H](CCCCN)C1=NC(=NO1)CC1=CC=CC=C1)CC1=C(C=C(C=C1C)O)C)CCCNC(=N)N